NCCC1=CC=CC=2N(C(N(C21)C)=O)C2C(NC(CC2)=O)=O 3-[4-(2-Aminoethyl)-3-methyl-2-oxo-benzimidazol-1-yl]piperidine-2,6-dione